Rel-N-((1S,3R)-3-aminocyclohexyl)-4-(5-methyl-7H-pyrrolo[2,3-d]pyrimidin-4-yl)-3,4-dihydro-2H-1,4-thiazine-6-carboxamide hydrochloride Cl.N[C@H]1C[C@H](CCC1)NC(=O)C1=CN(CCS1)C=1C2=C(N=CN1)NC=C2C |o1:2,4|